COC(\C=C\CC[C@@H](C(=O)NC=1C(N(C=CC1)CC(=O)NC12CC3CC(CC(C1)C3)C2)=O)NC(=O)C=2N(C=CN2)C)=O (S,E)-Methyl-7-(1-(2-(1-adamantylamino)-2-oxoethyl)-2-oxo-1,2-dihydropyridin-3-ylamino)-6-(1-methyl-1H-imidazol-2-carboxamido)-7-oxohept-2-enoat